S1C=CC=C1 1-thia-2,4-cyclopentadiene